BrC=1C(=CC=2C3=C(C(=NC2C1F)SC)N=NN3C3CCN(CC3)C(=O)OC(C)(C)C)C(F)(F)F tert-butyl 4-(7-bromo-6-fluoro-4-(methylthio)-8-(trifluoromethyl)-1H-[1,2,3]triazolo[4,5-c]quinolin-1-yl)piperidine-1-carboxylate